ClC1=C(C=CC=C1)N1C(N=C(C2=C1N=C(C=C2)C(F)(F)F)N2CC(C2)O)=O 1-(2-chlorophenyl)-4-(3-hydroxy-azetidinyl)-7-(trifluoromethyl)pyrido-[2,3-d]pyrimidin-2(1H)-one